C(C)S(=O)(=O)CC1CN(C1)C=1C=CC(=C2C=C(N=CC12)NC1=NC(=NC=C1)N1C[C@H]([C@H](CC1)OC)F)C(C)C 8-{3-[(ethanesulfonyl)methyl]azetidin-1-yl}-N-{2-[(3R,4S)-3-fluoro-4-methoxy-piperidin-1-yl]pyrimidin-4-yl}-5-(propan-2-yl)isoquinolin-3-amine